tert-butylmethanesulfonamide C(C)(C)(C)CS(=O)(=O)N